2,6-difluoro-3-(1-methyl-6-(methyl((1-phenylpiperidin-2-yl)methyl)amino)-1H-pyrazolo[3,4-d]pyrimidin-3-yl)-5-(trifluoromethyl)phenol FC1=C(C(=C(C=C1C1=NN(C2=NC(=NC=C21)N(CC2N(CCCC2)C2=CC=CC=C2)C)C)C(F)(F)F)F)O